(S)-4-(5-(5-fluoro-2-methoxypyridin-4-yl)-1H-pyrazole-3-carbonyl)-N-((3S,6S)-1-methyl-6-(trifluoromethyl)piperidin-3-yl)-4-azaspiro[2.5]Octane-7-carboxamide FC=1C(=CC(=NC1)OC)C1=CC(=NN1)C(=O)N1C2(CC2)C[C@H](CC1)C(=O)N[C@@H]1CN([C@@H](CC1)C(F)(F)F)C